tert-butyl N-[2-[[[2-benzyloxy-2-(trifluoromethyl)pent-4-enoyl]amino]carbamoyl]-6-bromo-5-(trifluoromethyl)-3-pyridyl]carbamate C(C1=CC=CC=C1)OC(C(=O)NNC(=O)C1=NC(=C(C=C1NC(OC(C)(C)C)=O)C(F)(F)F)Br)(CC=C)C(F)(F)F